(E)-3-(5-(5-methoxybenzo[d]thiazol-2-yl)pyridin-3-yl)acrylamide COC=1C=CC2=C(N=C(S2)C=2C=C(C=NC2)/C=C/C(=O)N)C1